CO[C@@H]1[C@@H](COCC1)N1C(C(=CC(=C1)C(F)(F)F)NC1=NC2=C(N1C)C=C(C=C2)OC2=CC(=NC=C2)NC(C)=O)=O N-(4-((2-((1-((3R,4S)-4-methoxytetrahydro-2H-pyran-3-yl)-2-oxo-5-(trifluoromethyl)-1,2-dihydropyridin-3-yl)amino)-1-methyl-1H-benzo[d]imidazol-6-yl)oxy)pyridin-2-yl)acetamide